BrC1=C(C(=CC=C1)Br)CN (2,6-Dibromophenyl)methanamine